2-[6-[(3R)-3-methylmorpholin-4-yl]-2-(1H-pyrrolo[2,3-b]pyridin-4-yl)pyrimidin-4-yl]propan-2-ol C[C@H]1N(CCOC1)C1=CC(=NC(=N1)C1=C2C(=NC=C1)NC=C2)C(C)(C)O